2,3-bis(benzyloxy)-4-((2,2-dimethyl-4-oxo-3,8,11,14-tetraoxa-5-azahexadecan-16-yl)carbamoyl)benzoic acid C(C1=CC=CC=C1)OC1=C(C(=O)O)C=CC(=C1OCC1=CC=CC=C1)C(NCCOCCOCCOCCNC(OC(C)(C)C)=O)=O